(methyl)-1H-pyrazol-4-amine CN1N=CC(=C1)N